C(C)OC(=O)C=1OC2=C(C1C)C=C(C=C2)S(N(CCC2=CC=CC=C2)C2=C(C=CC=C2)N2CCN(CC2)C(C2=CC=C(C=C2)NC(C)=O)=O)(=O)=O 5-(N-(2-(4-(4-acetamidobenzoyl)piperazin-1-yl)phenyl)-N-phenethylsulfamoyl)-3-methylbenzofuran-2-carboxylic acid ethyl ester